[2-(7-Fluoro-4-methoxy-2-methyl-indol-1-yl)-ethyl]-{6-[4-(2H-pyrazol-3-yl)-phenyl]-pyrimidin-4-yl}-amine FC=1C=CC(=C2C=C(N(C12)CCNC1=NC=NC(=C1)C1=CC=C(C=C1)C=1NN=CC1)C)OC